FC=1C=C2C=CC(NC2=CC1C(=O)NN)=O 6-fluoro-2-oxo-1,2-dihydroquinoline-7-carbohydrazide